19,19,19-trifluorononadecan-1-ol FC(CCCCCCCCCCCCCCCCCCO)(F)F